CNCCCCCCCCCCCCCC N-methyl-tetradecylamine